[I-].C[N+]1=C(N(C2=C1C=CC(=C2C)C)C)C 1,2,3,4,5-pentamethylbenzimidazolium iodide